tri(n-heptyl) trimellitate C(C=1C(C(=O)OCCCCCCC)=CC(C(=O)OCCCCCCC)=CC1)(=O)OCCCCCCC